((2S,3R,4R)-4-(4-Methoxybenzyl)-2-phenyltetrahydrofuran-3-yl)methyl-2-methylbut-2-enoate COC1=CC=C(C[C@@H]2[C@@H]([C@H](OC2)C2=CC=CC=C2)COC(C(=CC)C)=O)C=C1